N=S(=O)CC1=CC=C(C=C1)OC1=CC(=NC2=CC(=CC=C12)OC)C imino({4-[(7-methoxy-2-methylquinolin-4-yl)oxy]phenyl})methyl-λ6-sulfanone